O1C(COCC1)COC1=C(C=C(C=C1)S(=O)(=O)NC(C1=C(N=C(C=C1)N1CCC2(CC(C2)N2C(CCC2)C2=C(C=CC=C2)C(C)C)CC1)OC=1C=C2C(=NC1)NC=C2)=O)[N+](=O)[O-] N-((4-((1,4-dioxan-2-yl)methoxy)-3-nitrophenyl)sulfonyl)-2-((1H-pyrrolo[2,3-b]pyridin-5-yl)oxy)-6-(2-(2-(2-isopropylphenyl)pyrrolidin-1-yl)-7-azaspiro[3.5]nonane-7-yl)nicotinamide